CC(=O)NC1=C(C=C(C=C1)Cl)Cl N-(2,4-dichlorophenyl)acetamide